CN1CC(CCC1)C=1N=NC=CC1 (1-methylpiperidin-3-yl)pyridazin